COC1=C(C(=C(C2=CC=CC=C12)OC)C)CC=1C=NC(=NC1)OC1COC1 5-((1,4-dimethoxy-3-methylnaphthalen-2-yl)methyl)-2-(oxetan-3-yloxy)pyrimidine